OC(C)(C)C=1C(=CC2=CN(N=C2C1)C1CCC(CC1)N1CCN(CC1)C(=O)OC(C)(C)C)NC(C1=NC(=CC=C1)C(F)(F)F)=O tert-butyl 4-((1r,4r)-4-(6-(2-hydroxypropan-2-yl)-5-(6-(trifluoromethyl)picolinamido)-2H-indazol-2-yl)cyclohexyl)piperazine-1-carboxylate